3-(3-((2-((4-Ethyl-6-(4-methylpiperazin-1-yl)pyridin-3-yl)amino)-5-(trifluoromethyl)pyrimidin-4-yl)amino)propyl)-1,3-oxazinan-2-on C(C)C1=C(C=NC(=C1)N1CCN(CC1)C)NC1=NC=C(C(=N1)NCCCN1C(OCCC1)=O)C(F)(F)F